6-Propylsulfanyl-5-trifluoromethyl-1H-benzoimidazol C(CC)SC=1C(=CC2=C(NC=N2)C1)C(F)(F)F